7-[4-(isopropylamino)-2-pyridinyl]pyrrolo[1,2-b]pyridazine-3-carbonitrile C(C)(C)NC1=CC(=NC=C1)C1=CC=C2N1N=CC(=C2)C#N